3-Glycidoxypropyl-trimethoxysilan C(C1CO1)OCCC[Si](OC)(OC)OC